N-(3-(2'-fluoro-[1,1'-biphenyl]-4-yl)propyl)-2-(4-methoxyphenyl)acetamide FC1=C(C=CC=C1)C1=CC=C(C=C1)CCCNC(CC1=CC=C(C=C1)OC)=O